rac-4-Amino-3-(((4-methyl-7,10-dioxadispiro[2.2.46.23]dodecan-4-yl)methyl)amino)-benzonitrile NC1=C(C=C(C#N)C=C1)NC[C@]1(C2(CC2)CCC2(C1)OCCO2)C |r|